ClC1=CC(=C(C=C1)C1(OC2=C(O1)C=CC=C2C2=C(C=C(CC1=NC3=C(N1CC1=NN=CN1CCC)C=C(C=C3)C(=O)OC)C=C2)F)C)F methyl 2-(4-(2-(4-chloro-2-fluorophenyl)-2-methylbenzo[d][1,3]Dioxol-4-yl)-3-fluorobenzyl)-1-((4-propyl-4H-1,2,4-triazol-3-yl)methyl)-1H-benzo[d]imiDazole-6-carboxylate